C(#N)C=1C=C(C(=O)NC2=CC(=C(C=C2)C)NC2=NC=CC=C2C2=C3N=CN(C3=NC=N2)C2OCCCC2)C=CC1C(F)(F)F 3-cyano-N-(4-methyl-3-((3-(9-(tetrahydro-2H-pyran-2-yl)-9H-purin-6-yl)pyridin-2-yl)amino)phenyl)-4-(trifluoromethyl)benzamide